CC1=C(C=C(C(N1C1=CC(=CC=C1)C(F)(F)F)=O)C(=O)NCC1=CC=C(C=C1)S(=O)(=O)C)C(CC)=O 6-methyl-N-[4-(methylsulfonyl)benzyl]-2-oxo-5-propionyl-1-[3-(trifluoromethyl)phenyl]-1,2-dihydropyridine-3-carboxamide